(1R,3S)-3-{5-[2-ethyl-5-(2-formyl-3-hydroxyphenyl) pyrazole-3-amido]-2H-pyrazol-3-yl}cyclopentyl N-isopropylcarbamate C(C)(C)NC(O[C@H]1C[C@H](CC1)C=1NN=C(C1)NC(=O)C=1N(N=C(C1)C1=C(C(=CC=C1)O)C=O)CC)=O